CC1=NC(=CC2=CC=CC=C12)CN1C[C@H](CC1)OC=1C=C2CN(C(C2=CC1)=O)C1C(NC(CC1)=O)=O 3-(5-(((S)-1-((1-methylisoquinolin-3-yl)methyl)pyrrolidin-3-yl)oxy)-1-oxoisoindolin-2-yl)piperidine-2,6-dione